methyl 4-bromo-2,2-dimethyl-butanoate BrCCC(C(=O)OC)(C)C